Cl.Cl.NCC(=O)C=1C=C(C=CC1)C1=CC=CC=C1 2-Amino-1-biphenyl-3-ylethanone hydrochloride HCl